C(C1=CC=CC=C1)OC1=C(N(N=C1C)CC)C=1N=C(N(N1)C)C=1N=C(N2C1C=NC(=C2)C)C(=O)NCC2=C(C=C(C=C2)OC)OC 1-[5-(4-benzyloxy-2-ethyl-5-methyl-pyrazol-3-yl)-2-methyl-1,2,4-triazol-3-yl]-N-[(2,4-dimethoxyphenyl)methyl]-6-methyl-imidazo[1,5-a]pyrazine-3-carboxamide